FC1=CC=C(C=C1)[C@H]1C[C@H](NC1)C(=O)OCC1=CC=CC=C1 benzyl (2S,4R)-4-(4-fluorophenyl)pyrrolidine-2-carboxylate